IC(CCI)O 1,3-diiodopropanol